(5-bromo-3-methyl-2-oxo-benzimidazol-1-yl)piperidine BrC1=CC2=C(N(C(N2C)=O)N2CCCCC2)C=C1